N1(C=CC=C1)C1=CC=C(CN2CCN(CC2)C2=C(C=C3C(C(=CN(C3=C2)C2CC2)C(=O)O)=O)F)C=C1 7-(4-(4-(1H-pyrrol-1-yl)benzyl)piperazin-1-yl)-1-cyclopropyl-6-fluoro-4-oxo-1,4-dihydroquinoline-3-carboxylic acid